5-(1-(ethylsulfonyl)azetidin-3-yl)-5H-imidazo[5,1-a]isoindole C(C)S(=O)(=O)N1CC(C1)C1N2C(C3=CC=CC=C13)=CN=C2